SC=[SiH]O mercaptomethylene-silanol